C(C)(=O)N1CC(C1)NC1=CC(=NC(=N1)N1CCCCC1)C(=O)NC[C@@H](O)C1N=CC2=CC(=CC=C2C1)O 3-((R)-2-(6-((1-acetylazetidin-3-yl)amino)-2-(piperidin-1-yl)pyrimidine-4-carboxamido)-1-hydroxyethyl)-7-hydroxy-3,4-dihydroisoquinoline